(R)-3-((4-(1-(3-(2,4-dioxotetrahydropyrimidin-1(2H)-yl)benzyl)piperidin-4-yl)phenyl)amino)-5-(3-(3-methyl-2-oxoimidazolin-1-yl)piperidin-1-yl)pyrazine-2-carboxamide O=C1N(CCC(N1)=O)C=1C=C(CN2CCC(CC2)C2=CC=C(C=C2)NC=2C(=NC=C(N2)N2C[C@@H](CCC2)N2C(N(CC2)C)=O)C(=O)N)C=CC1